C1(CC1)OC1=C(C=CC=C1)C=1OC(=CN1)CNC1=C2C(N(C(C2=CC=C1)=O)C1C(NC(CC1)=O)=O)=O 4-(((2-(2-Cyclopropoxyphenyl)oxazol-5-yl)methyl)amino)-2-(2,6-Dioxopiperidine-3-yl)isoindoline-1,3-dione